C(C)(C)C1=CN=CC(=N1)C=1C=CC(=NC1)N 5-(6-Isopropylpyrazin-2-yl)pyridin-2-amine